(3aS,7aR)-1-(6-(2-(difluoromethoxy)-4-(trifluoromethyl)phenyl)-5-methyl-1,2,4-triazin-3-yl)-6-methyloctahydro-1H-pyrrolo[2,3-c]pyridine FC(OC1=C(C=CC(=C1)C(F)(F)F)C1=C(N=C(N=N1)N1CC[C@H]2[C@@H]1CN(CC2)C)C)F